N-Methyl-triazolyl-piperidine CN1C(CCCC1)C=1N=NNC1